CC1=CNC2=NC=C(C=C21)C=2C=C1CCN(CC1=C(C2)[C@H]2NCCOC2)C(=O)N2[C@H](COCC2)C (6-(3-methyl-1H-pyrrolo[2,3-b]pyridin-5-yl)-8-((R)-morpholin-3-yl)-3,4-dihydroisoquinolin-2(1H)-yl)((S)-3-methylmorpholino)methanone